BrC=1C=C2C(C(N(C2=CC1)CC1CCC1)=O)=O 5-Bromo-1-(cyclobutylmethyl)indoline-2,3-dione